C1(C=2C(C(N1[C@H]1[C@H](SCC)O[C@@H]([C@H]([C@@H]1O)O)CO)=O)=CC=CC2)=O Ethyl 2-deoxy-2-phthalimido-1-thio-β-D-glucopyranoside